methyl 6-isopropenyl-4-phenoxy-pyridine-3-carboxylate C(=C)(C)C1=CC(=C(C=N1)C(=O)OC)OC1=CC=CC=C1